3-(1-ethyl-1H-indol-6-yl)benzaldehyde C(C)N1C=CC2=CC=C(C=C12)C=1C=C(C=O)C=CC1